2-(5-(((1S,5S,6S,7R)-6-fluoro-3-oxa-9-azabicyclo[3.3.1]nonan-7-yl)(methyl)amino)pyrazin-2-yl)-5-(1H-pyrazol-4-yl)phenol F[C@H]1[C@@H]2COC[C@H](C[C@H]1N(C=1N=CC(=NC1)C1=C(C=C(C=C1)C=1C=NNC1)O)C)N2